C(C)(C)(C)OOCC(CCC(C)C)C (tert-butylperoxy)-2,5-dimethylhexane